2-fluoro-N-(8-((methyl-d3)amino)-2,7-naphthyridin-3-yl)cyclopropane-1-carboxamide FC1C(C1)C(=O)NC=1N=CC2=C(N=CC=C2C1)NC([2H])([2H])[2H]